C1(=CC=CC=C1)[S-].[Ag+] silver thiophenolate